((R)-2-oxo-4-propyl-pyrrolidinyl)butyric acid O=C1N(C[C@@H](C1)CCC)C(C(=O)O)CC